C1(CCC1)C(C)C1=NNC(=C1)C(=O)OC methyl 3-(1-cyclobutylethyl)-1H-pyrazole-5-carboxylate